FC1(CCC(CCC1)C1NC(=C(C(=C1C(=O)NC1=CC(=CC=C1)[S@@](=O)(=N)C)C)C(F)(F)F)C)F 2-(4,4-difluorocyclohept-1-yl)-4,6-dimethyl-N-(3-((R)-S-methylsulfonimidoyl)phenyl)-5-(trifluoromethyl)-1,2-dihydropyridine-3-carboxamide